C(CCCCCCCCCCCCC)OC(C(=O)O)CC=O tetradecyloxy-4-oxobutyric acid